methyl-chlorooleic acid CC(C(=O)O)(CCCCCC\C=C/CCCCCCCC)Cl